3-oxo-octanoic acid O=C(CC(=O)O)CCCCC